5-(2,12-Di-tert-butyl-5,9-dioxa-13b-boranaphtho[3,2,1-de]anthracen-7-yl)-10,15-dimethyl-10,15-dihydro-5H-diindolo[3,2-a:3',2'-c]carbazole C(C)(C)(C)C=1C=CC=2OC=3C=C(C=C4OC=5C=CC(=CC5B(C34)C2C1)C(C)(C)C)N1C=2C=CC=CC2C=2C1=C1C(=C3C=4C=CC=CC4N(C23)C)N(C=2C=CC=CC21)C